1,4-dimethylpyridine iodide salt [I-].CN1CC=C(C=C1)C